The molecule is a phosphatidylcholine 32:3 in which the acyl groups at positions 1 and 2 are tetradecanoyl and (9Z,12Z,15Z)-octadecatrienoyl respectively. It is a phosphatidylcholine 32:3 and a tetradecanoate ester. It derives from an alpha-linolenic acid. CCCCCCCCCCCCCC(=O)OC[C@H](COP(=O)([O-])OCC[N+](C)(C)C)OC(=O)CCCCCCC/C=C\\C/C=C\\C/C=C\\CC